ClC=1C(=C(NC2=NC=NC3=CC(=C(C=C23)N2CC3(CC2=O)CN(CC3)C(=O)OC(C)(C)C)OC)C=CC1)F tert-Butyl 2-[4-(3-chloro-2-fluoro-anilino)-7-methoxy-quinazolin-6-yl]-3-oxo-2,7-diazaspiro[4.4]nonane-7-carboxylate